Cl.CS(=O)(=O)C1CCNCC1 4-(methylsulfonyl)piperidine hydrochloride